4-(heptyloxy)but-2-en-1-ol C(CCCCCC)OCC=CCO